orthophosphoric acid, phosphoric acid salt P(O)(O)(O)=O.P(O)(O)(O)=O